3-bromo-N-cyano-N-(2-(cyclohex-1-en-1-yl)ethyl)-5-iodobenzamide BrC=1C=C(C(=O)N(CCC2=CCCCC2)C#N)C=C(C1)I